3-((3aR,6aS)-5-(5-Chloro-2-((1-methyl-1H-pyrazol-4-yl)amino)pyrimidin-4-yl)-3a,6a-dimethylhexahydropyrrolo[3,4-c]pyrrol-2(1H)-yl)-3-oxopropanenitrile ClC=1C(=NC(=NC1)NC=1C=NN(C1)C)N1C[C@@]2([C@](C1)(CN(C2)C(CC#N)=O)C)C